2-(3-hydroxy-1-methyl-propyl)-3H-quinazolin-4-one OCCC(C)C1=NC2=CC=CC=C2C(N1)=O